6-chloro-3-cyano-8-fluoro-2-quinolinol ClC=1C=C2C=C(C(=NC2=C(C1)F)O)C#N